4-(1,3-dioxoisoindolin-2-yl)-2-hydroxybutanoic acid O=C1N(C(C2=CC=CC=C12)=O)CCC(C(=O)O)O